[2-(aminomethyl)-3,3-difluoro-allyl]-4-[[5-[1-(difluoromethyl)pyrazol-4-yl]-2-thienyl]methyl]-1,2,4-triazol-3-one trifluoroacetate FC(C(=O)O)(F)F.NCC(CC=1N(C(NN1)=O)CC=1SC(=CC1)C=1C=NN(C1)C(F)F)=C(F)F